trans-2,2-dichloro-3-(4-fluoro-3-iodophenyl)cyclopropane-1-carboxylic acid ClC1([C@H]([C@@H]1C1=CC(=C(C=C1)F)I)C(=O)O)Cl